1-(6-(4-isopropyl-4H-1,2,4-triazol-3-yl)pyridin-2-yl)-3-(4-(4,4-dimethylpiperidin-1-yl)phenyl)imidazolidin-2-one C(C)(C)N1C(=NN=C1)C1=CC=CC(=N1)N1C(N(CC1)C1=CC=C(C=C1)N1CCC(CC1)(C)C)=O